2-cyclohexylethyl 3-methylimidazol-3-ium-1-carboxylate C[N+]1=CN(C=C1)C(=O)OCCC1CCCCC1